1-hydroxy-2-methyl-propane-2-sulfonic acid 2,2-dimethylpropyl ester CC(COS(=O)(=O)C(CO)(C)C)(C)C